N-(5-((6-((R)-3-(3-cyanophenyl)isoxazolidine-2-yl)pyrimidine-4-yl)amino)-2-(4-((R)-4-cyclopropyl-2-methylpiperazine-1-yl)piperidine-1-yl)-4-methoxyphenyl)acrylamide C(#N)C=1C=C(C=CC1)[C@@H]1N(OCC1)C1=CC(=NC=N1)NC=1C(=CC(=C(C1)NC(C=C)=O)N1CCC(CC1)N1[C@@H](CN(CC1)C1CC1)C)OC